OC(CNC(C=C)=O)(CO)CO N-[2,3-dihydroxy-2-(hydroxymethyl)propyl]acrylamide